1-{[1-(trifluoromethyl)cyclopropyl]carbonyl}-L-prolin-methyl ester COC([C@H]1N(CCC1)C(=O)C1(CC1)C(F)(F)F)=O